FC1=CC=C(C=C1)C=1C(=NC2=CC(=CC(=C2C1)C(C)NC1=C(C(=O)O)C=CC=C1)C)C1=CC=NS1 2-((1-(3-(4-fluorophenyl)-2-(isothiazol-5-yl)-7-methylquinolin-5-yl)ethyl)amino)benzoic acid